FC1=CC=CC2=C1N=C(O2)C2=CC=C(C=C2)NC(=O)C21CC(C2)C1 N-[4-(4-Fluoro-1,3-benzoxazol-2-yl)phenyl]bicyclo[1.1.1]pentan-1-carboxamid